4-methyl-N2-(4-(piperidin-3-yl)butyl)pyridine-2,6-diamine CC1=CC(=NC(=C1)N)NCCCCC1CNCCC1